C1(CC1)NCC1(CN(C1)C=1N=CC(=NC1)C(=O)NC=1N=C(C=2N(C1)C=C(N2)C)OC)F 5-(3-((cyclopropylamino)methyl)-3-fluoroazetidin-1-yl)-N-(8-methoxy-2-methylimidazo[1,2-a]pyrazin-6-yl)pyrazine-2-carboxamide